1-Ethyl-7-methoxy-1H-imidazo[4,5-c]pyridin-6-amine C(C)N1C=NC=2C=NC(=C(C21)OC)N